FC(S(=O)(=O)O[C@@H]1CO[C@@H](C[C@H]1F)C(=O)N1[C@H](C2=CC=CC=C2CC1)C1=CC=C(C=C1)F)(F)F (3R,4R,6S)-4-fluoro-6-((S)-1-(4-fluorophenyl)-1,2,3,4-tetrahydroisoquinoline-2-carbonyl)tetrahydro-2H-pyran-3-yl trifluoromethanesulfonate